C1(=CC=CC=C1)[C@H](C)OC1=CN=CC(=N1)NC1=NNC(=C1)C1CCOCC1 (S)-6-(1-phenylethoxy)-N-(5-(tetrahydro-2H-pyran-4-yl)-1H-pyrazol-3-yl)pyrazin-2-amine